C(C)OC1=CC=C(COC2=C(C=C(C=C2)NC2=C(C=3N=C(C=NC3C=C2)N2CCOCC2)C#N)OC)C=C1 6-(4-(4-ethoxybenzyloxy)-3-methoxyphenylamino)-3-morpholinoquinoxaline-5-carbonitrile